[Si](C)(C)(C(C)(C)C)O[C@H]1[C@@H](O[C@@H]([C@H]1OC#C)CO[Si](C)(C)C(C)(C)C)N1C(N=C(C=C1)NC(C1=CC=CC=C1)=O)=O N-(1-((2R,3R,4R,5R)-3-((tert-butyldimethylsilyl)oxy)-5-(((tert-butyldimethylsilyl)oxy)methyl)-4-(ethynyloxy)tetrahydrofuran-2-yl)-2-oxo-1,2-dihydropyrimidin-4-yl)benzamide